Cl.Cl.CN1N=C(C2=CC=C(C=C12)N1CCNCC1)C1C(NC(CC1)=O)=O 3-(1-methyl-6-(piperazin-1-yl)-1H-indazol-3-yl)piperidine-2,6-dione dihydrochloride